BrC=1C=CC=2N(C1)C(=C(N2)C2CC2)N(C)C=2SC=C(N2)C2=CC=C(C=C2)F (6-Bromo-2-cyclopropyl-imidazo[1,2-a]pyridin-3-yl)-[4-(4-fluoro-phenyl)-thiazol-2-yl]-methyl-amine